C(C1=CC(C(=O)[O-])=CC(C(=O)[O-])=C1)(=O)[O-].[K+].[K+].[K+] tripotassium trimesate